N-(5-fluorothieno[2,3-b]pyridin-3-yl)-4-iodo-2-(6-azaspiro[2.5]oct-6-yl)benzamide Terbium [Tb].FC=1C=C2C(=NC1)SC=C2NC(C2=C(C=C(C=C2)I)N2CCC1(CC1)CC2)=O